4-dodecylmorpholine-2,3-dione C(CCCCCCCCCCC)N1C(C(OCC1)=O)=O